7-chloro-8-ethyl-10-(2-(p-tolyloxy)ethyl)benzo[g]pteridine ClC=1C(=CC2=C(NC=3C=NC=NC3N2CCOC2=CC=C(C=C2)C)C1)CC